CN(CCCC(CCN)N(C)C)C 3-(dimethylamino)propyl-N,N-dimethyl-1,3-propanediamine